C(CC)SC(CC)CCC 3-hexyl propyl thioether